C1(CC(C(CC1)C(C)C)OC(CCCC(=O)OC1CC(CCC1C(C)C)C)=O)C Dimenthylglutarate